NC1=NC(=C(C#N)C=C1C(F)(F)F)Cl 6-amino-2-chloro-5-(trifluoromethyl)nicotinonitrile